4-amino-2-(1-(2-methylsulfinylethyl)-2,6-dioxopiperidin-3-yl)isoindolin-1,3-dione NC1=C2C(N(C(C2=CC=C1)=O)C1C(N(C(CC1)=O)CCS(=O)C)=O)=O